CN(C)S(=O)(=O)CCC N,N-dimethylaminosulfonylpropane